ClC1=NC=2N(C(=C1)N(C(OC(C)(C)C)=O)CC1=CC=C(C=C1)C1=NC=CC=C1OC)N=CC2C(C)C tert-butyl (5-chloro-3-isopropylpyrazolo[1,5-a]pyrimidin-7-yl)(4-(3-methoxypyridin-2-yl)benzyl)carbamate